C1(CCC1)C(N)C1=NC=CC=C1C=1C=NN(C1)C cyclobutyl(3-(1-methyl-1H-pyrazol-4-yl)pyridin-2-yl)methanamine